(R)-N-(1-(3-(difluoromethyl)-2-fluorophenyl)ethyl)-6-(6-methoxy-2-azaspiro[3.3]heptan-2-yl)cinNolin-4-amine FC(C=1C(=C(C=CC1)[C@@H](C)NC1=CN=NC2=CC=C(C=C12)N1CC2(C1)CC(C2)OC)F)F